F[C@H]1[C@H](C1)C(=O)NC1=NC=C2C=C(C=3N(C2=C1)N=CN3)C=3C=NC(=CC3C)C(CC)=O (1R,2R)-2-fluoro-N-[4-(4-methyl-6-propanoylpyridin-3-yl)-[1,2,4]triazolo[1,5-a]1,6-naphthyridin-8-yl]cyclopropane-1-carboxamide